biphenyl-4,4'-diyl-bis[bis(2,4-di-tert-butyl-5-methylphenoxy)phosphine] C1(=CC=C(C=C1)P(OC1=C(C=C(C(=C1)C)C(C)(C)C)C(C)(C)C)OC1=C(C=C(C(=C1)C)C(C)(C)C)C(C)(C)C)C1=CC=C(C=C1)P(OC1=C(C=C(C(=C1)C)C(C)(C)C)C(C)(C)C)OC1=C(C=C(C(=C1)C)C(C)(C)C)C(C)(C)C